(2S,4S)-4-fluoro-1-[2-[(3R)-3-(7-quinolinylamino)pyrrolidin-1-yl]acetyl]pyrrolidine-2-carbonitrile F[C@H]1C[C@H](N(C1)C(CN1C[C@@H](CC1)NC1=CC=C2C=CC=NC2=C1)=O)C#N